17-azido-3,6,9,12,15-pentoxaheptadecane N(=[N+]=[N-])CCOCCOCCOCCOCCOCC